cyclohexyl 2-bromoacetate BrCC(=O)OC1CCCCC1